CC1CC=CC2=C(C=CC(=C12)C)C 1,2-dihydro-1,5,8-trimethylnaphthalene